4-((3,8-diazabicyclo[3.2.1]octan-3-yl)-2-((1-((dimethylamino)methyl)cyclopropyl)methoxy)-7,8-dihydro-5H-pyrano[4,3-d]pyrimidin-7-yl)-5-((triisopropylsilyl)ethynyl)naphthalen-2-ol C12CN(CC(CC1)N2)C=2C1=C(N=C(N2)OCC2(CC2)CN(C)C)CC(OC1)C1=CC(=CC2=CC=CC(=C12)C#C[Si](C(C)C)(C(C)C)C(C)C)O